CC1=CC2=C(C3=CC=CC=C3C=C2C=C1)OC(=O)OCCCCCC 2-methyl-9-(n-hexyloxycarbonyloxy)anthracene